tertiary butyl 4-((1-(4-((5-chloro-4-((2-(N-methylmethylsulfonamido)phenyl)amino)pyrimidin-2-yl)amino)-3-methoxyphenyl)piperidin-4-yl)methyl)piperazin-1-carboxylate ClC=1C(=NC(=NC1)NC1=C(C=C(C=C1)N1CCC(CC1)CN1CCN(CC1)C(=O)OC(C)(C)C)OC)NC1=C(C=CC=C1)N(S(=O)(=O)C)C